BrC1=CC(=NC=C1)NC(C1=CC=C(C=C1)OCC)=O N-(4-bromopyridin-2-yl)-4-ethoxybenzamide